2-(9-(4-fluorophenyl)-6-oxaspiro[4.5]Decan-9-yl)-N-(2-(pyridin-4-yl)benzyl)ethylamine monomaleate C(\C=C/C(=O)O)(=O)O.FC1=CC=C(C=C1)C1(CCOC2(CCCC2)C1)CCNCC1=C(C=CC=C1)C1=CC=NC=C1